ClC1=C(C(=O)Cl)C=CC(=C1)Br chloro-4-bromobenzoyl chloride